C12(CC3CC(CC(C1)C3)C2)C(=O)OCC2=CC=C(C=C2)C2=CC=CC=C2 [1,1'-biphenyl]-4-yl-methyl (1s,3s)-adamantane-1-carboxylate